tert-butyl (2S,4R)-4-(2,3-dichloro-6-methoxyphenyl)-2-(2-methylprop-1-en-1-yl)pyrrolidine-1-carboxylate ClC1=C(C(=CC=C1Cl)OC)[C@H]1C[C@H](N(C1)C(=O)OC(C)(C)C)C=C(C)C